NC1=CC=C(C=C1)S(=O)(=O)[O-].[Na+] Sodium 4-aminobenzenesulfonate